7-[(4-bromo-2-chlorophenyl)amino]-8-fluoro-4-methylcinnoline-6-carboxylic acid BrC1=CC(=C(C=C1)NC1=C(C=C2C(=CN=NC2=C1F)C)C(=O)O)Cl